(S)-6-chloro-3-((1-(2,7-dimethyl-1-oxo-3-phenyl-1,2-dihydroisoquinolin-5-yl)ethyl)amino)picolinic acid ClC1=CC=C(C(=N1)C(=O)O)N[C@@H](C)C1=C2C=C(N(C(C2=CC(=C1)C)=O)C)C1=CC=CC=C1